ClC1=C2C(=NC=C1)NC(=C2)C2=CC(=CC(=C2)OCCOC)F 4-Chloro-2-(3-fluoro-5-(2-methoxyethoxy)phenyl)-1H-pyrrolo[2,3-b]pyridine